C(C)(C)(C)OC(=O)N1CCC(=CC1)C=1C=2N(C=C(N1)Cl)N=CC2F 4-(6-chloro-3-fluoro-pyrazolo[1,5-a]pyrazin-4-yl)-3,6-dihydro-2H-pyridine-1-carboxylic acid tert-butyl ester